2-(4-chlorophenyl)-3-methylbutanoyl chloride ClC1=CC=C(C=C1)C(C(=O)Cl)C(C)C